tert-butyl 2-((1-(2-(chroman-3-yl)-5,6-dimethyl-1-oxoisoindolin-4-yl)ethyl)amino)benzoate O1CC(CC2=CC=CC=C12)N1C(C2=CC(=C(C(=C2C1)C(C)NC1=C(C(=O)OC(C)(C)C)C=CC=C1)C)C)=O